C=12C=3C=NN(CCCNCCCOC=4C=CC(NN1)=C2C4)N3 13-oxa-4,5,9,18,19,22-hexaazatetracyclo[12.5.2.12,5.017,20]docosa-1(19),2(22),3,14(21),15,17(20)-hexaene